C1(CC1)COC1=CC(=C(C=C1)C1=C(C(=CN1)C(=O)OC)F)F methyl 5-(4-(cyclopropylmethoxy)-2-fluorophenyl)-4-fluoro-1H-pyrrole-3-carboxylate